N-[2-[4-(hydroxymethyl)cyclohexyl]-6-methoxy-indazol-5-yl]-2-(trifluoromethyl)pyrimidine-5-carboxamide OCC1CCC(CC1)N1N=C2C=C(C(=CC2=C1)NC(=O)C=1C=NC(=NC1)C(F)(F)F)OC